[N+](=O)([O-])[O-].[Th+4].[N+](=O)([O-])[O-].[N+](=O)([O-])[O-].[N+](=O)([O-])[O-] thorium nitrate